4-{3-[1-(1-Ethoxyethoxy)ethyl]-4-methyl-5-oxo-4,5-dihydro-1H-1,2,4-triazol-1-yl}-2,5-difluorobenzoic acid tert-butyl ester C(C)(C)(C)OC(C1=C(C=C(C(=C1)F)N1N=C(N(C1=O)C)C(C)OC(C)OCC)F)=O